NC=1N=CC(=NC1C1=NC=CC=N1)C=1C=C(C=CC1C([2H])([2H])[2H])S(=O)(=O)NC12CCC(C1)(C2)C#N 3-(5-Amino-6-(pyrimidin-2-yl)pyrazin-2-yl)-N-(4-cyanobicyclo[2.1.1]hexan-1-yl)-4-(methyl-d3)benzenesulfonamide